3-((5-Bromo-2-hydroxyphenyl)sulfonamido)-5-chloro-N-(1H-1,2,4-triazol-3-yl)benzamide BrC=1C=CC(=C(C1)S(=O)(=O)NC=1C=C(C(=O)NC2=NNC=N2)C=C(C1)Cl)O